2-(furan-2-yl)-[1,2,4]triazolo[1,5-a][1,3,5]triazine-7-amine O1C(=CC=C1)C1=NN2C(N=CN=C2N)=N1